Oxabicyclo[4.1.0]-heptane C12OCCCC2C1